ClN1C2CNC(C1C2C2=C1C=NNC1=CC=C2C)C2=NC(=NC1=C(C=CC=C21)OC2CC2)OC[C@H]2N(CCC2)C 6-chloro-8-cyclopropoxy-7-(5-methyl-1H-indazol-4-yl)-2-((((S)-1-methylpyrrolidin-2-yl)methoxy)quinazolin-4-yl)-3,6-diazabicyclo[3.1.1]heptane